C(C)ON=C(N)C1=NC(=C(C(=C1)C)SC)C1=NC2=C(N1C)C=CC(=C2)C(F)(F)F N'-ethoxy-4-methyl-5-methylsulfanyl-6-[1-methyl-5-(trifluoromethyl)benzimidazol-2-yl]pyridine-2-carboxamidine